(S)-4-(6-(2-(2-cyclopropylphenyl)pyrrolidin-1-yl)-2-azaspiro[3.3]heptan-2-yl)benzoic acid C1(CC1)C1=C(C=CC=C1)[C@H]1N(CCC1)C1CC2(CN(C2)C2=CC=C(C(=O)O)C=C2)C1